ClC1=NC=2N(C(=C1)NCC1=CC=NN1C1CC1)N=CC2C(C)C 5-Chloro-N-((1-cyclopropyl-1H-pyrazol-5-yl)methyl)-3-isopropylpyrazolo[1,5-a]pyrimidin-7-amine